NC=1N=C(SC1C(=O)C1=CC=NC=C1)N([C@@H](C(=O)N)C)C1=CC2=C(OC(O2)(F)F)C=C1 |r| rac-2-[[4-amino-5-(pyridine-4-carbonyl)thiazol-2-yl](2,2-difluoro-1,3-benzodioxol-5-yl)amino]propanamide